rac-[1-(2,5-Difluoro-4-methoxy-phenyl)-1H-[1,2,3]triazol-4-yl]-(6-ethyl-imidazo[1,5-a]pyrazin-5-yl)-methanol FC1=C(C=C(C(=C1)OC)F)N1N=NC(=C1)[C@H](O)C1=C(N=CC=2N1C=NC2)CC |r|